FC([C@H](N1C[C@@H]([C@H](C1)NC(=O)NCCCCCCCCCCC)OC)C1=CC=C(C(=O)O)C=C1)(F)F |o1:2| 4-((R*)-2,2,2-trifluoro-1-((3S,4S)-3-methoxy-4-(3-undecylureido)pyrrolidin-1-yl)ethyl)benzoic acid